Cl.CC1=C(C(=CC(=C1)C#CC)C)C1C(CC2(C=CNCC2)CC1=O)=O 9-(2,6-dimethyl-4-prop-1-ynyl-phenyl)-3-azaspiro[5.5]undec-4-ene-8,10-dione hydrochloride